(S)-N-(5-(3-(thiazol-2-yl)azetidine-1-carbonyl)thiophen-2-yl)pyrrolidine-2-carboxamide S1C(=NC=C1)C1CN(C1)C(=O)C1=CC=C(S1)NC(=O)[C@H]1NCCC1